6-Methoxy-2,3,4,9-tetrahydro-1H-pyrido[3,4-b]indole COC=1C=C2C3=C(NC2=CC1)CNCC3